NC=1C=C(OC2=C(C(=C(C(=C2)C)OC2=CC(=CC=C2)N)C)C)C=CC1 1,4-bis(3-aminophenoxy)-2,3,5-trimethylbenzene